C[C@@H]1N(C[C@H](N(C1)C(C)C1=CC=C2C(=N1)OC(CO2)C)C)C=2C=1N=C(N(C1N(C(N2)=O)C)CC)CC#N 2-(6-((2S,5R)-2,5-dimethyl-4-(1-(3-methyl-2,3-dihydro-[1,4]dioxino[2,3-b]pyridin-6-yl)ethyl)piperazin-1-yl)-9-ethyl-3-methyl-2-oxo-3,9-dihydro-2H-purin-8-yl)acetonitrile